BrC1=NN(C=C1CBr)C 3-bromo-4-(bromomethyl)-1-methylpyrazole